C(=O)C1=C(C(=C2N(C1=O)C1=C(N2)C=CC=C1)C#N)C 2-FORMYL-3-METHYL-1-OXO-1,5-DIHYDRO-BENZO[4,5]IMIDAZO[1,2-A]PYRIDIN-4-CARBONITRILE